Ethyl (S)-6-((1-(tert-butoxy)-1-oxopropan-2-yl)(methyl)amino)-2-(((1-(4-fluorobenzyl)-1H-pyrazol-4-yl)methyl)amino)-5-nitropyrimidine-4-carboxylate C(C)(C)(C)OC([C@H](C)N(C1=C(C(=NC(=N1)NCC=1C=NN(C1)CC1=CC=C(C=C1)F)C(=O)OCC)[N+](=O)[O-])C)=O